2-((2R,3S,4S)-5-chloro-6-fluoro-3-methyl-2-((methylamino)methyl)-2-(pyridin-2-yl)-2,3-di-hydrobenzofuran-4-yl)-3-fluoro-4-(2-methoxyethoxy)benzamide ClC=1C(=CC2=C([C@@H]([C@](O2)(C2=NC=CC=C2)CNC)C)C1C1=C(C(=O)N)C=CC(=C1F)OCCOC)F